(rac)-4-(4-methoxyphenyl)azepane COC1=CC=C(C=C1)[C@H]1CCNCCC1 |r|